[N+](=O)([O-])[O-].[Li+] lithium nitrate salt